(1-Cyclopropyl-7-(methoxy-d3)-1H-indazol-6-yl)carbamic acid tert-butyl ester C(C)(C)(C)OC(NC1=CC=C2C=NN(C2=C1OC([2H])([2H])[2H])C1CC1)=O